3-(2-chloro-4-pyrimidinyl)-1-[(4-methylphenyl)sulfonyl]-7-nitro-1H-indole ClC1=NC=CC(=N1)C1=CN(C2=C(C=CC=C12)[N+](=O)[O-])S(=O)(=O)C1=CC=C(C=C1)C